trans-N-(3-(2-Cyclopropylthiazol-5-yl)phenyl)-N-((trans-4-(4-methoxy-3-methylphenyl)cyclohexyl)methyl)-4-(2-(methylsulfonamido)acetamido)-cyclohexanecarboxamide C1(CC1)C=1SC(=CN1)C=1C=C(C=CC1)N(C(=O)[C@@H]1CC[C@H](CC1)NC(CNS(=O)(=O)C)=O)C[C@@H]1CC[C@H](CC1)C1=CC(=C(C=C1)OC)C